NC=1C=C(C=CC1F)C(O)C1=C(C=CC=C1)OCC1=CC=CC=C1 (3-amino-4-fluorophenyl)(2-(phenylmethoxy)phenyl)methanol